FC1=C(C(=O)O)C=CC(=C1)C 2-fluoro-4-methyl-benzoic acid